CN1C(=NC=C1C(O)[2H])[N+](=O)[O-] (1-methyl-2-nitro-1H-imidazol-5-yl)methane-d-ol